S1CCC(CC1)C=CC#N 3-(tetrahydro-2H-thiopyran-4-yl)acrylonitrile